Benzyl O-methyl-N-(2-((S)-5-oxo-1-(2,3,5-trifluorobenzyl)pyrrolidin-2-yl)acetyl)-L-threoninate CO[C@@H]([C@H](NC(C[C@H]1N(C(CC1)=O)CC1=C(C(=CC(=C1)F)F)F)=O)C(=O)OCC1=CC=CC=C1)C